4,8-bis(mercaptomethyl)-1,11-dimercapto-3,6,9-trithiaUndecane SCC(SCCS)CSCC(SCCS)CS